BrC=1C=NC(=C(C(=O)OC)C1\C=C\C(=O)OCC)SC methyl (E)-5-bromo-4-(3-ethoxy-3-oxoprop-1-en-1-yl)-2-(methylthio)nicotinate